3-(6-(((trans-3-(3-cyclopropyl-4-(quinoxalin-2-yl)-1H-pyrazol-1-yl)cyclobutyl)methyl)amino)-1-oxoisoindolin-2-yl)piperidine-2,6-dione C1(CC1)C1=NN(C=C1C1=NC2=CC=CC=C2N=C1)[C@@H]1C[C@H](C1)CNC1=CC=C2CN(C(C2=C1)=O)C1C(NC(CC1)=O)=O